C(C1CC(C(CC1)N)C)C1CC(C(CC1)N)C 4,4'-methylenbis(2-methylcyclohexan-1-amin)